CN(CCCN=C=NCC)C 1-(3-Dimethylaminopropyl)3-ethylcarbodiimide